titanium bis(lactate) dipropionate C(CC)(=O)[O-].C(CC)(=O)[O-].C(C(O)C)(=O)[O-].C(C(O)C)(=O)[O-].[Ti+4]